O=C1NC(CC[C@@H]1C1=CC=C(C=C1)N1CCC(CC1)CC=O)=O |r| rac-(R)-2-(1-(4-(2,6-dioxopiperidin-3-yl)phenyl)piperidin-4-yl)acetaldehyde